FC=1C=C(N(C1CO)COCC[Si](C)(C)C)C(=O)[O-] 4-fluoro-5-(hydroxymethyl)-1-{[2-(trimethylsilyl)ethoxy]methyl}-1H-pyrrole-2-carboxylate